3-chloro-4-(oxetan-3-yloxy)aniline ClC=1C=C(N)C=CC1OC1COC1